FC1CC2[C@H]3CCCNC34CCC3NCNC(NCCCCC2NC1)C3N4 (6R)-9-fluoro-2,11,17,19,21,25-hexaazapentacyclo[16.6.2.01,6.07,12.022,26]hexacosane